(S)-2-(pyrimidin-4-ylamino)-9-(5,6,7,8-tetrahydro-1,8-naphthyridin-2-yl)nonanoic acid N1=CN=C(C=C1)N[C@H](C(=O)O)CCCCCCCC1=NC=2NCCCC2C=C1